C(C)(C)N(C1=CC2=C(C(=N1)CNC)CN(C2=O)C2=NC(=CC=C2)C2=NN=CN2C2=C(C=CC=C2)C)C 6-(isopropyl(methyl)amino)-4-((methylamino)methyl)-2-(6-(4-(o-tolyl)-4H-1,2,4-triazol-3-yl)pyridin-2-yl)-2,3-dihydro-1H-pyrrolo[3,4-c]pyridin-1-one